CC1=NC2=C(N1C1C(NC(CC1)=O)=O)C=CC(=C2)N2CCNCC2 3-(2-methyl-5-(piperazine-1-yl)-1H-benzo[d]imidazol-1-yl)piperidine-2,6-dione